(+)-2-ethoxy-4-[2-[[3-methyl-1-[2-(1-piperidinyl)phenyl]-butyl]amino]-2-oxoethyl]benzoic acid C(C)OC1=C(C(=O)O)C=CC(=C1)CC(=O)NC(CC(C)C)C1=C(C=CC=C1)N1CCCCC1